C1(CC1)S(=O)(=O)N1N=CC(=C1)C1=NC=CC(=N1)NC1=NC=C(C(=C1)N1CC(CCC1)O)C#CC=1C=NN(C1)C 1-(2-((2-(1-(cyclopropylsulfonyl)-1H-pyrazol-4-yl)pyrimidin-4-yl)amino)-5-((1-methyl-1H-pyrazol-4-yl)ethynyl)pyridin-4-yl)piperidin-3-ol